C(#N)C1=C(C=C(C=C1)N1C[C@@H](CCC1)C)C1=CC=C(C=C1)CN1C(=NC2=C1C(=CC=C2)C(=O)OC)OCC methyl (R)-1-((2'-cyano-5'-(3-methylpiperidin-1-yl)-[1,1'-biphenyl]-4-yl)methyl)-2-ethoxy-1H-benzo[d]imidazole-7-carboxylate